benzyl (2-(2-chloro-6-(4-fluorophenyl)pyridin-4-yl)propan-2-yl)carbamate ClC1=NC(=CC(=C1)C(C)(C)NC(OCC1=CC=CC=C1)=O)C1=CC=C(C=C1)F